O=C1C(=CC(=CN1)C=O)C(F)(F)F 6-oxo-5-(trifluoromethyl)-1,6-dihydropyridine-3-carboxaldehyde